[2-(oxetan-3-ylamino)-7-(4-piperidyl)pyrrolo[2,3-b]pyrazin-5-yl]methanol O1CC(C1)NC=1N=C2C(=NC1)N(C=C2C2CCNCC2)CO